1-fluoro-2,5-bis(3-carboxy-4-hydroxystyryl)benzene FC1=C(C=CC(=C1)C=CC1=CC(=C(C=C1)O)C(=O)O)C=CC1=CC(=C(C=C1)O)C(=O)O